OC1=C(C(=NN1C1=CC=C(C=C1)S(=O)(=O)[O-])C(=O)[O-])\N=N\C1=CC=C(C=C1)S(=O)(=O)[O-].[Na+].[Na+].[Na+] Trisodium 5-hydroxy-1-(4-sulfonatophenyl)-4-[(E)-(4-sulfonatophenyl)diazenyl]-1H-pyrazole-3-carboxylate